(E)-N-(4-(1-(6-(4-(6-((2-(2,6-dioxopiperidin-3-yl)-1-oxoisoindolin-4-yl)thio)hexanoyl)piperazin-1-yl)nicotinoyl)piperidin-4-yl)butyl)-3-(pyridin-3-yl)acrylamide O=C1NC(CCC1N1C(C2=CC=CC(=C2C1)SCCCCCC(=O)N1CCN(CC1)C1=NC=C(C(=O)N2CCC(CC2)CCCCNC(\C=C\C=2C=NC=CC2)=O)C=C1)=O)=O